hydroxy-2-methyl-1-ethyl thioglycolate C(CS)(=O)OC(CC)O